5-fluoro-1-[[4-fluoro-3-[4-[4-[[3-oxo-2-(2-pyridyl)-1H-pyrazolo[3,4-d]pyrimidin-6-yl]amino]phenyl]piperazine-1-carbonyl]phenyl]methyl]quinazoline-2,4-dione FC1=C2C(NC(N(C2=CC=C1)CC1=CC(=C(C=C1)F)C(=O)N1CCN(CC1)C1=CC=C(C=C1)NC1=NC=C2C(=N1)NN(C2=O)C2=NC=CC=C2)=O)=O